C(C)(C)(C)OC(=O)N[C@H](C(=O)O)CC1=CC(=CC(=C1)[N+](=O)[O-])C=1C=C2C(=C(N(C2=CC1)CC)C1=C(C=CC=C1)COC)CC(CO)(C)C (2S)-2-[(tert-butoxycarbonyl)amino]-3-[3-[1-ethyl-3-(3-hydroxy-2,2-dimethylpropyl)-2-[2-(methoxymethyl)phenyl]indol-5-yl]-5-nitrophenyl]propanoic acid